8-oxabicyclo[3.2.1]octane C12CCCC(CC1)O2